N-(1-Benzylpiperidine-4-yl)-4-(2,6-dimethylphenoxy)-6,7-dihydro-5H-cyclopenta[d]pyrimidine-2-amine C(C1=CC=CC=C1)N1CCC(CC1)NC=1N=C(C2=C(N1)CCC2)OC2=C(C=CC=C2C)C